N-[(S)-(4,4-Difluorocyclohexyl)(3-{(3S)-4-[(2s)-5,5-difluorotetrahydropyran-2-carbonyl]morpholin-3-yl}imidazo[1,2-b][1,2,4]triazin-6-yl)methyl]-4-methyl-1,2,5-oxadiazole-3-carboxamide FC1(CCC(CC1)[C@H](NC(=O)C1=NON=C1C)C=1N=C2N(N=CC(=N2)[C@@H]2N(CCOC2)C(=O)[C@H]2OCC(CC2)(F)F)C1)F